tert-Butyl 6-chloro-3-[[(1R)-1-[3,6-dimethyl-2-[1-(oxetan-3-yl)pyrazol-4-yl]-4-oxo-chromen-8-yl]ethyl]amino]pyridine-2-carboxylate ClC1=CC=C(C(=N1)C(=O)OC(C)(C)C)N[C@H](C)C=1C=C(C=C2C(C(=C(OC12)C=1C=NN(C1)C1COC1)C)=O)C